ClC1=C(C=C(CC2C(N(CC2CO)C2=CC(=NN2)C2=CN=NC=C2C)=O)C=C1F)F 3-(4-Chloro-3,5-difluorobenzyl)-4-(hydroxymethyl)-1-(3-(5-methylpyridazin-4-yl)-1H-pyrazol-5-yl)pyrrolidin-2-one